FC(COCC1=CN=CC(=N1)N1CCC(CC1)C(=O)OCC)(F)F ethyl 1-(6-((2,2,2-trifluoroethoxy)methyl)pyrazin-2-yl)piperidine-4-carboxylate